C(C)(C)(C)C1=NN(C=C1)CCCNC(=O)N1C(=NC(=C1)C)OC N-(3-(3-(tert-Butyl)-1H-pyrazol-1-yl)propyl)-2-methoxy-4-methyl-1H-imidazole-1-carboxamide